NC1=C(C=C(C=N1)C=1C=C2N(N1)CC[C@]21CN(CC1)C(=O)NCC1=NC=CC=C1)C(F)(F)F |r| (rac)-2'-[6-amino-5-(trifluoromethyl)pyridin-3-yl]-N-[(pyridin-2-yl)methyl]-5',6'-dihydrospiro[pyrrolidine-3,4'-pyrrolo[1,2-b]pyrazole]-1-carboxamide